5-ethynyl-4,6-difluoro-1-methylindazole C(#C)C=1C(=C2C=NN(C2=CC1F)C)F